2-hydroxy-3,5-diiodobenzamide OC1=C(C(=O)N)C=C(C=C1I)I